((2-(2-Amino-6-methoxypyridin-4-yl)-6-((R)-3-methyl-morpholino)pyrimidin-4-yl)imino)(methyl)-(oxetan-3-yl)-λ6-sulfanone NC1=NC(=CC(=C1)C1=NC(=CC(=N1)N=S(=O)(C1COC1)C)N1[C@@H](COCC1)C)OC